ClC1=CC=2N(C(=N1)C1=C(C=C(C=C1)C(F)(F)F)F)C=C(N2)C 7-chloro-5-[2-fluoro-4-(trifluoromethyl)phenyl]-2-methyl-imidazo[1,2-c]pyrimidine